1-((3R,4S)-4-((5-(1-(3,3-difluorocyclobutyl)-1H-benzo[d][1,2,3]triazol-6-yl)-4-methoxypyrrolo[2,1-f][1,2,4]triazin-2-yl)amino)-3-fluoropiperidin-1-yl)ethan-1-one FC1(CC(C1)N1N=NC2=C1C=C(C=C2)C=2C=CN1N=C(N=C(C12)OC)N[C@@H]1[C@@H](CN(CC1)C(C)=O)F)F